6,6-difluorospiro[3.3]heptan-2-one FC1(CC2(CC(C2)=O)C1)F